4-(1-bromoethyl)-5-fluoropyrimidine BrC(C)C1=NC=NC=C1F